3-(2-{[(tert-Butoxycarbonyl)amino]methyl}-6-chloropyridin-3-yl)-2-cyclopropylpropyl methanesulfonate CS(=O)(=O)OCC(CC=1C(=NC(=CC1)Cl)CNC(=O)OC(C)(C)C)C1CC1